4-(dimethyliminio)pyridin C[N+](=C1CC=NC=C1)C